(S)-1-(Toluene-4-sulfonyl)-pyrrolidine-2-carboxylic acid benzofuran-6-ylmethyl-(4,4-dimethyl-cyclohexyl)-amide O1C=CC2=C1C=C(C=C2)CN(C(=O)[C@H]2N(CCC2)S(=O)(=O)C2=CC=C(C)C=C2)C2CCC(CC2)(C)C